C(#N)C1=CN(C=2C1=NC(=CC2C)N(C(C#CC)=O)C2=C(C=C(C(=C2)C)I)C2CC2)C N-(3-cyano-1,7-dimethyl-1H-pyrrolo[3,2-b]pyridin-5-yl)-N-(2-cyclopropyl-4-iodo-5-methylphenyl)but-2-ynamide